FC1C(C2=CC=CC(C2C1C1=C(C=CC=C1)C=1C=C2C=NC(=NC2=CC1)NC1CN(CCC1)CCOC)(S(=O)(=O)N)F)O 2,4-difluoro-3-(2-([1-(2-methoxyethyl)piperidin-3-yl]aminoquinazolin-6-yl)phenyl)-1-hydroxy-2,3-dihydro-1H-indene-4-sulfonamide